ClC=1C=C(C=CC1)C1=CC(=C(C=N1)CNC(C=C)=O)C1=NN(C=C1)C(F)F N-((6-(3-chlorophenyl)-4-(1-(difluoromethyl)-1H-pyrazol-3-yl)pyridin-3-yl)methyl)acrylamide